phenyl 5-(1,3-dioxoisoindolin-2-yl)-3-methylpentanoate O=C1N(C(C2=CC=CC=C12)=O)CCC(CC(=O)OC1=CC=CC=C1)C